6-nitro-1,4-dichlorobenzene [N+](=O)([O-])C1=CC(=CC=C1Cl)Cl